O-(tert-butyl)-N-(2-((5-chloro-2-(4-chloro-1H-1,2,3-triazol-1-yl)phenyl)amino)-2-oxoethyl)homoserine ethyl ester C(C)OC([C@@H](NCC(=O)NC1=C(C=CC(=C1)Cl)N1N=NC(=C1)Cl)CCOC(C)(C)C)=O